4-fluoro-N-(4-methoxybenzyl)-N-methyl-3-(4,4,5,5-tetramethyl-1,3,2-dioxaborolane-2-yl)benzenesulfonamide FC1=C(C=C(C=C1)S(=O)(=O)N(C)CC1=CC=C(C=C1)OC)B1OC(C(O1)(C)C)(C)C